2-(3-(2-((1,5-dimethyl-1H-pyrazol-3-yl)amino)-5-methylpyrimidin-4-yl)-1H-indol-7-yl)-4-(5-fluoropyridin-3-yl)isoindolin-1-one CN1N=C(C=C1C)NC1=NC=C(C(=N1)C1=CNC2=C(C=CC=C12)N1C(C2=CC=CC(=C2C1)C=1C=NC=C(C1)F)=O)C